2-chloro-4-((1-methoxyprop-2-yl)oxy)-6-(3-methoxytetrahydrofuran-3-yl)pyridine ClC1=NC(=CC(=C1)OC(COC)C)C1(COCC1)OC